FC=1C(=C(C=CC1F)[C@H]1[C@@H](O[C@]([C@H]1C)(C(F)(F)F)C)C(N)=N)OC (2R,3S,4S,5R)-3-(3,4-difluoro-2-methoxyphenyl)-4,5-dimethyl-5-(trifluoromethyl)tetrahydrofuran-2-carboximidamide